(2E)-3-(4-hydroxy-3-methoxyphenyl)prop-2-enoate OC1=C(C=C(C=C1)/C=C/C(=O)[O-])OC